O=C1NC(CCC1N1C(C2=CC=C(C=C2C1=O)N1CC(C1)N1CCC(CC1)N1CCC(CC1)N1N=CC(=C1)C(=O)N)=O)=O 1-(1'-(1-(2-(2,6-dioxopiperidin-3-yl)-1,3-dioxoisoindolin-5-yl)azetidin-3-yl)-[1,4'-bipiperidin]-4-yl)-1H-pyrazole-4-carboxamide